trans-3-pentadecene-1,15-dicarboxylic anhydride C1C\C=C\CCCCCCCCCCCC(=O)OC1=O